CC(C=C)N1C(C2=CC=CC=C2C1=O)=O 2-(but-3-en-2-yl)isoindoline-1,3-dione